N-(8-(1-Methoxyethyl)-2-methylimidazo(1,2-b)pyridazin-7-yl)-N'-(6-(2H-1,2,3-triazol-2-yl)-5-(trifluoromethyl)pyridin-3-yl)urea COC(C)C=1C=2N(N=CC1NC(=O)NC=1C=NC(=C(C1)C(F)(F)F)N1N=CC=N1)C=C(N2)C